1-(imidazo[1,2-a]pyrazine-3-carbonyl)-N-(3-(4-methyl-1H-imidazol-1-yl)-5-(trifluoromethyl)phenyl)indoline-6-carboxamide N=1C=C(N2C1C=NC=C2)C(=O)N2CCC1=CC=C(C=C21)C(=O)NC2=CC(=CC(=C2)C(F)(F)F)N2C=NC(=C2)C